(4'-(3-(3-carbamoylthiophen-2-yl)ureido)-[1,1'-biphenyl]-2-yl)acrylic acid C(N)(=O)C1=C(SC=C1)NC(NC1=CC=C(C=C1)C1=C(C=CC=C1)C(C(=O)O)=C)=O